2-(7-chloroimidazo[1,5-a]pyridin-1-yl)-N-(2-(((6-cyclopropylimidazo[1,2-a]pyridin-2-yl)methyl)amino)pyrimidin-4-yl)acetamide ClC1=CC=2N(C=C1)C=NC2CC(=O)NC2=NC(=NC=C2)NCC=2N=C1N(C=C(C=C1)C1CC1)C2